5-(5-((6-((2-((tert-Butoxycarbonyl)imino)-3-methyl-2,3-dihydro-1H-imidazol-1-yl)methyl)-8-(6-fluoro-2-methylpyridin-3-yl)-4-oxochroman-3-yl)methyl)-2-chlorophenoxy)pentanoic acid C(C)(C)(C)OC(=O)N=C1N(C=CN1C)CC=1C=C2C(C(COC2=C(C1)C=1C(=NC(=CC1)F)C)CC=1C=CC(=C(OCCCCC(=O)O)C1)Cl)=O